C1(CCCC1)N1C(C=CC2=C1N=C(N=C2)NC2=C(C=C(C=C2)S(=O)(=O)NCCOC2CC1(CN(C1)C(=O)OC(C)(C)C)C2)C)=O tert-butyl 6-[2-[[4-[(8-cyclopentyl-7-oxo-pyrido[2,3-d]pyrimidin-2-yl)amino]-3-methyl-phenyl]sulfonylamino]ethoxy]-2-azaspiro[3.3]heptane-2-carboxylate